CN1C(NC2=C1C=C(C=C2)OCCCCCCC(=O)OC(C)(C)C)=O tert-butyl 7-((3-methyl-2-oxo-2,3-dihydro-1H-benzo[d]imidazol-5-yl)oxy)heptanoate